ClC1=C(C=CC(=C1)OC1=NC=NC2=CC(=C(C=C12)OC)O)NC(=O)NC1=CC=CC2=C1OC1=C2C=CC=C1 1-(2-chloro-4-((7-hydroxy-6-methoxyquinazolin-4-yl)oxy)phenyl)-3-(dibenzo[b,d]furan-4-yl)urea